6-iodo-1H-2,1-benzothiazin-4(3H)-one 2,2-dioxide IC=1C=CC2=C(C(CS(N2)(=O)=O)=O)C1